S1C=NC2=C1C=CC(=C2)NC(=O)[C@H]2[C@@H](CN(CC2)S(=O)(=O)C=2C=NC(=CC2)Cl)F trans-N-(benzo[d]thiazol-5-yl)-1-((6-chloropyridin-3-yl)sulfonyl)-3-fluoropiperidine-4-carboxamide